2-((6-methoxybenzo[d]oxazol-2-yl)amino)-1-methyl-1H-benzo[d]imidazole-5-carboxylic acid ethyl ester C(C)OC(=O)C1=CC2=C(N(C(=N2)NC=2OC3=C(N2)C=CC(=C3)OC)C)C=C1